6-amino-N-[2-(3-amino-4-methoxypyrrolidin-1-yl)-5,6,7,8-tetrahydroquinolin-6-yl]-2-methylthieno[2,3-d][1,3]thiazole-5-carboxamide NC1=C(SC=2N=C(SC21)C)C(=O)NC2CC=1C=CC(=NC1CC2)N2CC(C(C2)OC)N